C(C1=CC=CC=C1)N1N=CC(=C1)C=1C(=NC(=CC1)N1CC2=C(C=CC=C2CC1)C(NC=1SC2=C(N1)C=CC(=C2)F)=O)C(=O)O 3-(1-benzyl-1H-pyrazol-4-yl)-6-{8-[(6-fluoro-1,3-benzothiazol-2-yl)carbamoyl]-3,4-dihydroisoquinolin-2(1H)-yl}pyridine-2-carboxylic acid